C1(CC=CC=C1)(C1=CC=CC=C1)C1=NC(=NC(=N1)C1(CC=CC=C1)C1=CC=CC=C1)C1=C(C=C(C=C1)O)O 4,6-bis(biphenyl-1-yl)-2-(2,4-dihydroxyphenyl)-1,3,5-triazine